3-Butylether CCC(C)OC(CC)C